6-(3-amino-1,2,4-triazin-6-yl)-4-((1-phenylethyl)amino)quinoline-3-carbonitrile NC=1N=NC(=CN1)C=1C=C2C(=C(C=NC2=CC1)C#N)NC(C)C1=CC=CC=C1